ClC1=C(C=CC=C1)NCCC(C)=O 4-((2-chlorophenyl)amino)-2-butanone